(2R)-2-[[(3-chloro-6-methoxypyridin-2-yl)oxy]methyl]-4-[1-(oxetan-2-yl)pyrazol-4-yl]pyrrolidine-1-carboxylic acid tert-butyl ester C(C)(C)(C)OC(=O)N1[C@H](CC(C1)C=1C=NN(C1)C1OCC1)COC1=NC(=CC=C1Cl)OC